C1(=CC=CC=C1)N1NC(C=C1C1=CC=C(C=C1)C(C)(C)C)C1=CC=C(C=C1)C(C)(C)C 1-phenyl-3,5-bis(4-tert-butyl-phenyl)-dihydropyrazole